NC(CCNNC([C@H](CC1CC1)NC(OCC1=CC=CC=C1)=O)=O)=O benzyl N-[(1S)-2-[2-(3-amino-3-oxo-propyl)hydrazino]-1-(cyclopropylmethyl)-2-oxo-ethyl]carbamate